(3S,4R)-4-({7-bromo-5-fluoropyrrolo[2,1-f][1,2,4]triazin-2-yl}amino)oxan-3-yl acetate C(C)(=O)O[C@@H]1COCC[C@H]1NC1=NN2C(C=N1)=C(C=C2Br)F